pyridazin-4-amine Sodium [Na].N1=NC=C(C=C1)N